[K+].P([O-])(=O)(OP(=O)([O-])[O-])OC[C@@H]1[C@H]([C@H]([C@@H](O1)N1C=NC=2C(N)=NC=NC12)O)O.[K+].[K+] adenosine-5'-diphosphate potassium salt